CC1=NC(=CC(=C1)O[C@H]1CN(CCC1)CC1=C(N=C(S1)NC(C)=O)F)C (R)-N-(5-((3-((2,6-dimethylpyridin-4-yl)oxy)piperidin-1-yl)methyl)-4-fluorothiazol-2-yl)acetamide